FCCCN1C[C@H](CC1)OC1=CC=C(C=C1)C1=C(CCCC2=C1C=CC(=C2)O)C2=CC=C(C=C2)OCC(F)(F)F 5-[4-[(3S)-1-(3-fluoropropyl)pyrrolidin-3-yl]oxyphenyl]-6-[4-(2,2,2-trifluoroethoxy)phenyl]-8,9-dihydro-7H-benzo[7]annulen-2-ol